4,6-dihydroxyl-2-naphthalenesulfonic acid OC1=CC(=CC2=CC=C(C=C12)O)S(=O)(=O)O